C(#N)[C@H]1[C@@H](COCC1)N1N=C(C(=C1)C(=O)N)NC=1C=CC2=C(B(OC2)O)C1 (trans-4-cyanotetrahydro-2H-pyran-3-yl)-3-((1-hydroxy-1,3-dihydrobenzo[c][1,2]oxaborol-6-yl)amino)-1H-pyrazole-4-carboxamide